(E,Z)-1,1,1,4,4,4-hexafluoro-2-butene FC(\C=C\C(F)(F)F)(F)F